N,N-dimethyl-2-(5-(2-methyl-1,2,3,4-tetrahydroisoquinolin-7-yl)-1-tosyl-1H-pyrrolo[2,3-b]pyridin-3-yl)thiazole-4-carboxamide CN(C(=O)C=1N=C(SC1)C1=CN(C2=NC=C(C=C21)C2=CC=C1CCN(CC1=C2)C)S(=O)(=O)C2=CC=C(C)C=C2)C